CNCCCCCCCO 7-(methylamino)heptan-1-ol